OC(C)(C)[C@H]1CNC[C@@H]1OC (3S,4R)-3-(2-hydroxypropan-2-yl)-4-methoxypyrrolidin